trifluoroperacetic acid FC(C(=O)OO)(F)F